Cl.FC(C)(F)C1=C(C=CC(=C1)F)C1=C(C2=C(S1)C=C(C=C2)C(=O)O)OC2=CC=C(C=C2)NC2CN(C2)CCCF 2-(2-(1,1-difluoroethyl)-4-fluorophenyl)-3-(4-((1-(3-fluoropropyl)azetidin-3-yl)amino)phenoxy)benzo[b]thiophene-6-carboxylic acid, hydrochloride